FC(C=1C(=C(C=CC1)[C@@H](C)NC1=CC=NC2=CC=C(C=C12)C1(CCN(CC1)C(=O)OC(C)(C)C)O)F)F tert-butyl (R)-4-(4-((1-(3-(difluoromethyl)-2-fluorophenyl)ethyl)amino)quinolin-6-yl)-4-hydroxypiperidine-1-carboxylate